[F].O.[F] fluorine water fluorine